2-(4-cyclopropyl-6-methoxypyrimidin-5-yl)-N-(4-(1-isopropyl-4-(trifluoromethyl)-1H-imidazol-2-yl)benzyl)pyrido[4,3-d]pyrimidin-4-amine C1(CC1)C1=NC=NC(=C1C=1N=C(C2=C(N1)C=CN=C2)NCC2=CC=C(C=C2)C=2N(C=C(N2)C(F)(F)F)C(C)C)OC